rac-dimethylsilylidenebis[2-methyl-4,8-bis(3,5-dimethylphenyl)-1,5,6,7-tetrahydro-s-indacene] zirconium dichloride [Cl-].[Cl-].[Zr+2].C[Si](C1C(=CC2=C(C=3CCCC3C(=C12)C1=CC(=CC(=C1)C)C)C1=CC(=CC(=C1)C)C)C)(C1C(=CC2=C(C=3CCCC3C(=C12)C1=CC(=CC(=C1)C)C)C1=CC(=CC(=C1)C)C)C)C